5-Bromo-N-(3-((tert-butyldimethylsilyl)oxy)propyl)-2-chloro-N-cyclopropylpyridin-4-amine BrC=1C(=CC(=NC1)Cl)N(C1CC1)CCCO[Si](C)(C)C(C)(C)C